(R)-2-Amino-3-(2,4-dichloro-phenyl)-1-(1,3-dihydroisoindol-2-yl)-propan-1-one N[C@@H](C(=O)N1CC2=CC=CC=C2C1)CC1=C(C=C(C=C1)Cl)Cl